C(=O)(O)C1=CC2=CC=CC=C2C=C1C(=O)O 2,3-dicarboxylnaphthalene